N-(5-(2-methyl-5-(((1R,5S,7s)-9-methyl-3-oxa-9-azabicyclo[3.3.1]nonan-7-yl)oxy)pyridin-4-yl)pyrazolo[1,5-c]pyrimidin-2-yl)cyclopropanecarboxamide CC1=NC=C(C(=C1)C1=CC=2N(C=N1)N=C(C2)NC(=O)C2CC2)OC2C[C@H]1COC[C@@H](C2)N1C